NC=1C=NN(C1)C1=C2C=CC(=NC2=C(C=C1)C)C(=O)NS(=O)(=O)C1=C(C=CC=C1OC)OC 5-(4-amino-1H-pyrazol-1-yl)-N-((2,6-dimethoxyphenyl)sulfonyl)-8-methylquinoline-2-carboxamide